C1(CC1)C=1C=NN2C1N=C(C=C2)C2=NC(=NC=C2)N[C@@H]2C[C@H](CC2)NC(=O)OC(C)(C)C tert-butyl (1S,3S)-[3-[4-[3-cyclopropylpyrazolo[1,5-a]pyrimidin-5-yl]pyrimidin-2-yl]aminocyclopentan-1-yl]aminocarboxylate